ClC=1C=NC(=NC1)N1CCC2(CC(C2)CCCOC2=CC(=C(C=C2)CC(=O)N2CC(C2)CNC[C@@H]([C@H]([C@@H]([C@@H](CO)O)O)O)O)F)CC1 2-[4-[3-[7-(5-chloropyrimidin-2-yl)-7-azaspiro[3.5]nonan-2-yl]propoxy]-2-fluoro-phenyl]-1-[3-[[[(2S,3R,4R,5R)-2,3,4,5,6-pentahydroxyhexyl]amino]methyl]-azetidin-1-yl]ethanone